C12(CC(C1)C2)NC(O[C@@H]2[C@@H](C[C@@H](C2)C2=NN(C(=C2)NC(=O)C2=CC(=NN2C)OCC(F)F)C(C)(C)C)OC)=O |r| rac-(1S,2R,4S)-4-(1-(tert-butyl)-5-(3-(2,2-difluoroethoxy)-1-methyl-1H-pyrazole-5-carboxamido)-1H-pyrazol-3-yl)-2-methoxycyclopentyl bicyclo[1.1.1]pentan-1-ylcarbamate